NC1=C(C(=O)NC2=NC(=NS2)C)C=CC=C1 2-amino-N-(3-methyl-1,2,4-thiadiazol-5-yl)benzamide